FC(C(=O)O)(F)F.C(#N)CC(N1N=CC(=C1)C=1C2=C(N=CN1)NC=C2)C=2C=C(C(=O)NC1CCCCC1)C=CC2 3-{2-cyano-1-[4-(7H-pyrrolo-[2,3-d]pyrimidin-4-yl)-1H-pyrazol-1-yl]ethyl}-N-cyclohexylbenzamide tri-fluoroacetate